COC1CN(C1)C(=O)O[C@@H]1CC[C@H](CC1)C(N(C[C@@H]1CC[C@H](CC1)C1=NC(=C(C=C1)OC)C)C1=NC=CC(=C1)C=1C=NN(C1)C(C)C)=O trans-4-((4-(1-Isopropyl-1H-pyrazol-4-yl)pyridin-2-yl)((trans-4-(5-methoxy-6-methylpyridin-2-yl)cyclohexyl)methyl)carbamoyl)cyclohexyl 3-methoxyazetidine-1-carboxylate